CC1=C(C=CC(=C1)C(=O)N1CCN(CC1)C(C1=C(N=CC=C1)C(F)(F)F)=O)NS(=O)(=O)C=1C=CC=C2C=CC=NC12 N-(2-Methyl-4-(4-(2-(trifluoromethyl)nicotinoyl)piperazine-1-carbonyl)phenyl)quinoline-8-sulfonamide